tertbutyl 4-ethynylpiperidine-1-carboxylate C(#C)C1CCN(CC1)C(=O)OC(C)(C)C